(4R,5S)-4-methyl-5-phenyl-3-propionyloxazolidin-2-one C[C@H]1N(C(O[C@H]1C1=CC=CC=C1)=O)C(CC)=O